cinnoline-3-carboxylic acid isopropyl ester C(C)(C)OC(=O)C=1N=NC2=CC=CC=C2C1